COC1=CC=C(C=N1)NC1CCN(CC1)C(=O)OC(C)(C)C tert-butyl 4-[(6-methoxy-3-pyridyl)amino]piperidine-1-carboxylate